methyl 2,5-dichloro-6-(2-fluoro-6-methoxyphenyl)nicotinate ClC1=C(C(=O)OC)C=C(C(=N1)C1=C(C=CC=C1OC)F)Cl